2-methoxy-4-(tetrahydro-2H-pyran-4-yl)-1H-imidazole COC=1NC=C(N1)C1CCOCC1